CC1=CC(=NC=C1)C=1C=C(C=CC1)CN 3-(4-methylpyridin-2-yl)phenylmethanamine